ClC1=NC(=NC(=N1)Cl)N1CCN(CC1)C1=NC(=NC(=N1)Cl)Cl N,N'-bis-(4,6-dichloro-[1,3,5]-triazinyl)-piperazine